NCC=1C=CC=C2C3=C(COC12)C=CC(=C3)COC3=C(C=CC(=C3)C)CC(=O)O 2-(2-((4-(aminomethyl)-6H-benzo(c)chromen-9-yl)methoxy)-4-methylphenyl)acetic acid